NC(C(O)C1=CC=CC=C1)C racemic-2-amino-1-phenylpropan-1-ol